FC1(CCC(CC1)NC1=NC(=CC(=N1)COC)N1N=C(C=C1)C)F N-(4,4-difluorocyclohexyl)-4-(methoxymethyl)-6-(3-methyl-1H-pyrazol-1-yl)pyrimidin-2-amine